2-(4-cyclopropyl-6-methoxy-pyrimidin-5-yl)-4-[[4-[1-methyl-4-(trifluoromethyl)imidazol-2-yl]phenyl]methoxy]pyrimidin-5-ol C1(CC1)C1=NC=NC(=C1C1=NC=C(C(=N1)OCC1=CC=C(C=C1)C=1N(C=C(N1)C(F)(F)F)C)O)OC